(5-Hydroxy-1-(6-methylpyridin-2-yl)-1H-pyrazol-3-yl)carbamic acid tert-butyl ester C(C)(C)(C)OC(NC1=NN(C(=C1)O)C1=NC(=CC=C1)C)=O